C1[C@H]2N(CCN1)C[C@@H](C2)O (7R,8aS)-1,2,3,4,6,7,8,8a-octahydropyrrolo[1,2-a]pyrazin-7-ol